6-chloro-3-methyl-1-(tetrahydro-2H-pyran-4-yl)-1,3-dihydro-2H-imidazo[4,5-c]Pyridin-2-one ClC1=CC2=C(C=N1)N(C(N2C2CCOCC2)=O)C